C(#N)C1=C(C=C(C2=C1OCCO2)CS(=O)(=O)OC)F Methyl (8-cyano-7-fluoro-2,3-dihydrobenzo[b][1,4]dioxin-5-yl)methanesulfonate